CN1N=C(C=C1C)CN1C[C@@H]2C([C@@H]2C1)NC=1N=NC(=CC1)C=1C=C2C=C(NC2=CC1)C (1r,5s,6s)-3-[(1,5-dimethylpyrazol-3-yl)methyl]-N-[6-(2-methylindol-5-yl)pyridazin-3-yl]-3-azabicyclo[3.1.0]hexane-6-amine